C(C(=C)C)(=O)O[Si](OC)(OC)OC Trimethoxylsilyl methacrylate